(octadecyl-3,5-di-tert-butyl-4-hydroxyphenyl) propionate C(CC)(=O)OC1=C(C(=C(C(=C1)C(C)(C)C)O)C(C)(C)C)CCCCCCCCCCCCCCCCCC